(E)-N-((1,2,3,6,7,8-hexahydro-as-indacen-4-yl)carbamoyl)-2-(1-methylpyrrolidin-2-yl)ethene-1-sulfonamide C1CCC2=C(C=C3CCCC3=C12)NC(=O)NS(=O)(=O)\C=C\C1N(CCC1)C